rac-N-{(1R,6S)-2,2-difluoro-6-[4-(propan-2-yl)piperazin-1-yl]cyclohexyl}-4-methyl-4-(4,5,6,7-tetrahydro-1,3-benzoxazol-2-yl)piperidine-1-carboxamide FC1([C@@H]([C@H](CCC1)N1CCN(CC1)C(C)C)NC(=O)N1CCC(CC1)(C=1OC2=C(N1)CCCC2)C)F |r|